4,7-dioxo-2-(prop-2-en-1-yl)hexahydro-2H-pyrazino[2,1-c][1,2,4]triazine-1(6H)-carboxamide O=C1N2C(N(N(C1)CC=C)C(=O)N)CNC(C2)=O